2-benzyl-2-imidazoline C(C1=CC=CC=C1)C=1NCCN1